FC=1C(=NC=CC1)NS(N)(=O)=O 3-fluoro-2-(sulfamoylamino)pyridine